C(=O)(O)C(O)C=1C(NC(NC1)=O)=O 5-(carboxymethylol)uracil